C(C1=CC=CC=C1)C=1C(=CNC1C)S(=O)(=O)NC1=C(C=C(C=C1)C#N)F 4-benzyl-N-(4-cyano-2-fluorophenyl)-5-methyl-1H-pyrrole-3-sulfonamide